BrC=1C=C(C(=NC1)N1CCC(CC1)N1C2=C(N(C(C1=O)=O)C)C=C(C=N2)F)F 4-(1-(5-bromo-3-fluoropyridin-2-yl)piperidin-4-yl)-7-fluoro-1-methyl-1,4-dihydropyrido[2,3-b]pyrazine-2,3-dione